BrC=1N=C(NC1)C 4-bromo-2-methyl-1H-imidazole